Tetra-carboxyporphyrin C(=O)(O)C1=C2C=CC(C(=C3C=CC(=C(C=4C=CC(=C(C5=CC=C1N5)C(=O)O)N4)C(=O)O)N3)C(=O)O)=N2